(3R)-3-[(2S)-3-[3-(2-aminoethoxy)phenyl]-1-(tert-butoxy)-1-oxo(3,3-2H2)propan-2-yl]pyrrolidine-1-carboxylic acid tert-butyl ester C(C)(C)(C)OC(=O)N1C[C@H](CC1)[C@@H](C(=O)OC(C)(C)C)C([2H])([2H])C1=CC(=CC=C1)OCCN